C12(CNCC2C1)B(O)O 3-azabicyclo[3.1.0]hexylboronic acid